1,4-diamino-2,5-dimethyl-benzene NC1=C(C=C(C(=C1)C)N)C